6-(4-fluorophenyl)-2-(2-fluoropyridin-4-yloxymethyl)imidazo[1,2-a]pyrimidine FC1=CC=C(C=C1)C=1C=NC=2N(C1)C=C(N2)COC2=CC(=NC=C2)F